ClC1=CC(=C(C2=C1N(N=N2)C)C)C(CC(=O)OCC)C=2C=C(C1=C(C=CS1)C2)CN2C[C@H](OC1=C(C2)N=C(C=C1)O)CC ethyl 3-(7-chloro-1,4-dimethyl-1H-benzotriazol-5-yl)-3-(7-{[(2R)-2-ethyl-7-hydroxy-2,3-dihydropyrido[2,3-f][1,4]oxazepin-4(5H)-yl]methyl}-1-benzothiophen-5-yl)propanoate